C(C)S(=O)(=O)C=1C=C2CCN(C(C2=CC1)C(=O)NC1=CC=C(C=C1)C(C(F)(F)F)(C(F)(F)F)O)C(=O)NC 6-(Ethylsulfonyl)-N1-(4-(1,1,1,3,3,3-hexafluoro-2-hydroxypropan-2-yl)phenyl)-N2-methyl-3,4-dihydroisoquinoline-1,2(1H)-dicarboxamide